N-[2-(1-benzylpiperidin-4-yl)ethyl]-4-(4-cyanophenyl)benzamide C(C1=CC=CC=C1)N1CCC(CC1)CCNC(C1=CC=C(C=C1)C1=CC=C(C=C1)C#N)=O